Tert-butyl (4-(2-(2,3-difluoro-6-(2-morpholinothiazol-4-yl)phenoxy)acetamido) butyl)carbamate FC1=C(OCC(=O)NCCCCNC(OC(C)(C)C)=O)C(=CC=C1F)C=1N=C(SC1)N1CCOCC1